1-N-hexadecyl-pyridinium chloride [Cl-].C(CCCCCCCCCCCCCCC)[N+]1=CC=CC=C1